CC1N(C(CCC1)C)[Si]1(O[Si](O[Si](O[Si](O1)(C)C)(C)C)(C)C)C 2-(2,6-dimethylpiperidino)-2,4,4,6,6,8,8-heptamethylcyclotetrasiloxane